NC1=C(C=2C(=NC(=C(N2)C([2H])([2H])[2H])C([2H])([2H])[2H])N1C1=C(C(=CC=C1C)O)C)C(=O)N 6-amino-5-(3-hydroxy-2,6-dimethyl-phenyl)-2,3-bis(trideuteromethyl)pyrrolo[2,3-b]pyrazine-7-carboxamide